BrC1=C(O[C@@H](CO)C)C=C(C=C1)Br (R)-2-(2,5-dibromophenoxy)propan-1-ol